COC(=O)[C@@H]1NCCC1 (R)-pyrrolidine-2-carboxylic acid methyl ester